CC1C(CCCC1)NC1=C(C#N)C=CC(=C1)C(F)(F)F 2-((2-methylcyclohexyl)amino)-4-(trifluoromethyl)benzonitrile